P-(4-(5-(chlorodifluoromethyl)-1,2,4-oxadiazol-3-yl)phenyl)-P-methyl-N-(4-(trifluoromethyl)phenyl)phosphinic amide ClC(C1=NC(=NO1)C1=CC=C(C=C1)P(NC1=CC=C(C=C1)C(F)(F)F)(=O)C)(F)F